2-(2-((5-cyclopropyl-3-(2,6-dichlorophenyl)isoxazol-4-yl)amino)-7-azaspiro[3.5]non-7-yl)-7-methyl-7H-pyrrolo[2,3-d]pyrimidine-5-carboxylic acid C1(CC1)C1=C(C(=NO1)C1=C(C=CC=C1Cl)Cl)NC1CC2(C1)CCN(CC2)C=2N=CC1=C(N2)N(C=C1C(=O)O)C